(2S)-2-[(2-methyl-5-{[2-(trifluoromethyl)pyridin-3-yl]methoxy}-1-benzothiophen-3-yl)formamido]propanamide CC=1SC2=C(C1C(=O)N[C@H](C(=O)N)C)C=C(C=C2)OCC=2C(=NC=CC2)C(F)(F)F